(R)-2,2,2-trifluoro-1-(4-methoxy-2-(3-methyl-1H-pyrazol-1-yl)phenyl)ethanol FC([C@H](O)C1=C(C=C(C=C1)OC)N1N=C(C=C1)C)(F)F